P(=O)(O)(O)OCCCCO 1,4-butanediol phosphate